ClC=1C=C2C(C(=CN(C2=CC1N1C2(CCC1CC2)COC2=NC=CC=C2Cl)C=2C=NC(=CC2)N2CC(C2)N(C)C)C(=O)O)=O 6-chloro-7-(1-(((3-chloropyridin-2-yl)oxy)methyl)-7-azabicyclo[2.2.1]heptan-7-yl)-1-(6-(3-(dimethyl-amino)azetidin-1-yl)pyridin-3-yl)-4-oxo-1,4-dihydro-quinoline-3-carboxylic acid